NC1=NC=C(C2=C1C(=NN2C(C#N)C)C2=NOC(=C2)C2CC2)F 2-(4-amino-3-(5-cyclopropylisoxazol-3-yl)-7-fluoro-1H-pyrazolo[4,3-c]pyridin-1-yl)propionitrile